C(C)(C)(C)OC(=O)N1CC=2C=CC(=NC2CC1C)OS(=O)(=O)C(F)(F)F.C(C1=CC=CC=C1)C1(CCC(CC1)=O)CC1=CC=CC=C1 dibenzyl-cyclohexanone tert-butyl-7-methyl-2-(trifluoromethanesulfonyloxy)-7,8-dihydro-5H-1,6-naphthyridine-6-carboxylate